1-(1',4-dimethyl-1-phenyl-1H,1'H-[3,4'-bipyrazol]-5-yl)-3-(trans-1-(2-methoxyethyl)-4-(1-methyl-1H-pyrazol-4-yl)pyrrolidin-3-yl)urea CN1N=CC(=C1)C1=NN(C(=C1C)NC(=O)N[C@@H]1CN(C[C@H]1C=1C=NN(C1)C)CCOC)C1=CC=CC=C1